BrC1=NC=CC=C1\C=C/[N+]#[C-] (Z)-2-Bromo-3-(2-isocyanovinyl)pyridine